methyl allyl telluride C(C=C)[Te]C